C1(=CC=CC=C1)C=1NC=CCC1C(C=C)C1=CC=CC=C1 2-phenyl-3-(1-phenylallyl)-1,4-dihydropyridine